Cl.CC1=C(C(=CC=C1)C)C=1CCCC2=C(C1C1=CC=C(C=C1)CC1CN(C1)CCCF)C=CC(=C2)C(=O)O 8-(2,6-dimethylphenyl)-9-(4-((1-(3-fluoropropyl)azetidin-3-yl)methyl)phenyl)-6,7-dihydro-5H-benzo[7]annulene-3-carboxylic acid hydrochloride